CN(CCCCCCCCCCCCCCCCCCCCN)C N,N-dimethyl-eicosylenediamine